3-(5-(aminomethyl)-1-oxoisoindolin-2-yl)piperidine-2,6-dione methanesulfonic acid salt CS(=O)(=O)O.NCC=1C=C2CN(C(C2=CC1)=O)C1C(NC(CC1)=O)=O